C(CCCCCCCCCCCCC)N1C(=C(C(C2=C(C=C(C=C12)OC(=O)C(C)(C)C)OC(=O)C(C)(C)C)=O)OC(=O)C(C)(C)C)C1=CC=C(C=C1)OC(=O)C(C)(C)C N-tetradecyl-2-(4-tert-butylcarbonyloxy-phenyl)-3,5,7-tri-tert-butylcarbonyloxy-quinolin-4-one